17α-acetoxy-6-chloro-2-oxa-4,6-pregnadiene-3,20-dione C(C)(=O)O[C@]1(C(C)=O)CC[C@H]2[C@@H]3C=C(C4=CC(OC[C@]4(C)[C@H]3CC[C@]12C)=O)Cl